N-methyl-2-(2,2,3,3,4,4,5,5,5-nonafluoropentanoyl)hydrazine-1-thiocarboxamide CNC(=S)NNC(C(C(C(C(F)(F)F)(F)F)(F)F)(F)F)=O